CC=1C=CC(=NC1)C1CN(CCO1)C(=O)O.NC(CNC(=O)C1=NC(=CN=C1)C=1NC2=CC=C(C=C2C1)OCC1=CC=CC=C1)(C)C N-(2-amino-2-methylpropyl)-6-(5-(benzyloxy)-1H-indol-2-yl)pyrazine-2-carboxamide 2-(5-Methylpyridin-2-yl)morpholin-4-carboxylate